6-(((3-(5-(hydroxymethyl)isoxazol-3-yl)-[1,2,4]triazolo[3,4-a]phthalazin-6-yl)oxy)methyl)-N-(2-methoxyethyl)nicotinamide OCC1=CC(=NO1)C1=NN=C2N1N=C(C1=CC=CC=C21)OCC2=NC=C(C(=O)NCCOC)C=C2